C1=CC2=C(C=CC=NN2)N=C1 PYRIDODIAZEPINE